C1(CC1)CNC1=CC(=CC=C1)C(C(F)(F)F)(F)F N-(cyclopropylmethyl)-3-(perfluoroethyl)aniline